methyl (1R,3S,4S,5S)-4-(benzyloxy)-3-((((1s,4R)-4-phenylcyclohexyl)oxy)methyl)-2-azabicyclo[3.2.0]heptane-2-carboxylate C(C1=CC=CC=C1)O[C@@H]1[C@@H](N([C@@H]2CC[C@H]12)C(=O)OC)COC1CCC(CC1)C1=CC=CC=C1